N-benzyl-3-(8-{1,4-dioxa-8-azaspiro[4.5]decan-8-yl}-1,5-naphthyridin-2-yl)benzene-1-sulfonamide C(C1=CC=CC=C1)NS(=O)(=O)C1=CC(=CC=C1)C1=NC2=C(C=CN=C2C=C1)N1CCC2(OCCO2)CC1